2-((6aR,8R)-6a-(difluoromethyl)-8-((3-ethyl-5-vinylpyridin-2-yl)oxy)-5,6,6a,7,8,9-hexahydropyrrolo[1',2':4,5]pyrazino[2,3-c]pyridazin-2-yl)-6-fluorophenol FC([C@]12N(C=3C(=NN=C(C3)C3=C(C(=CC=C3)F)O)NC1)C[C@@H](C2)OC2=NC=C(C=C2CC)C=C)F